methyl 3-bromo-4-(((1-hydroxycyclopropyl) methyl) amino)-5-nitrobenzoate BrC=1C=C(C(=O)OC)C=C(C1NCC1(CC1)O)[N+](=O)[O-]